C(CCCCCCCCCCC)SC(=O)SC(C(=O)O)C ((dodecylthio)carbonylthio)propionic acid